[C@H](C)(CC)[C@@H]1N(CC2=C(NC1=O)C=CC=C2)C(=O)C=2N=CNC2 (S)-3-((S)-sec-butyl)-4-(1H-imidazole-4-carbonyl)-1,3,4,5-tetrahydro-2H-benzo[e][1,4]diazepin-2-one